[Br-].C(CCCCCCCCCCCCC)OC(C[NH3+])COCCCCCCCCCCCCCC 2,3-bis(tetradecyloxy)propan-1-aminium bromide